3-[(4-chlorobenzyl)oxy]-N-{2-fluoro-3-[6-oxo-4-(trifluoromethyl)-1,6-dihydropyrimidin-2-yl]-4-(trifluoromethyl)benzyl}cyclobutane-1-carboxamide di-(3-butyl)peroxydicarbonate CCC(C)OC(=O)OOC(=O)OC(CC)C.ClC1=CC=C(COC2CC(C2)C(=O)NCC2=C(C(=C(C=C2)C(F)(F)F)C=2NC(C=C(N2)C(F)(F)F)=O)F)C=C1